O[C@@]1([C@@H](CC[C@H](C1)C)C(C)C)C(=O)NCC(=O)NC1=CC=C(C=C1)O (1s,2s,5r)-1-hydroxy-N-(2-((4-hydroxyphenyl)amino)-2-oxoethyl)-2-isopropyl-5-methylcyclohexane-1-carboxamide